COC=1CCC(CN1)C 6-Methoxy-3-methyl-2,3,4,5-tetrahydropyridine